7-propyl-7,9-dihydro-1H-purine C(CC)N1CNC2=NCNC=C12